(RS)-2,3-dimethyl-4-((1-propioloylpyrrolidin-3-yl)amino)-1H-indole-7-carboxamide CC=1NC2=C(C=CC(=C2C1C)N[C@H]1CN(CC1)C(C#C)=O)C(=O)N |r|